C(C)(C)(C)OC(=O)N1CC=2N=CN=C(C2CC1)OC1=C(C(=CC=C1)F)CC 4-(2-ethyl-3-fluorophenoxy)-5H,6H,7H,8H-pyrido[3,4-d]pyrimidine-7-carboxylic acid tert-butyl ester